OC[C@@H]1N(C[C@@H]([C@H]([C@@H]1O)O)O)CCCC=1SC=CC1 (2S,3R,4R,5S)-2-(hydroxymethyl)-1-(3-(thiophen-2-yl)propyl)piperidine-3,4,5-triol